(S,Z)-(2-(Hydroxymethyl)-4-(methoxyimino)pyrrolidin-1-yl)(3-methyl-2',3'-dimethyl-[1,1'-biphenyl]-4-yl)methanone OC[C@H]1N(C\C(\C1)=N/OC)C(=O)C1=C(C=C(C=C1)C1=C(C(=CC=C1)C)C)C